2-[4-[[4-[3-[6-[8-(1,3-benzothiazol-2-ylcarbamoyl)-3,4-dihydro-1H-isoquinolin-2-yl]-2-tert-butoxycarbonyl-3-pyridyl]propoxy]phenyl]methyl]-1-piperidyl]acetic acid S1C(=NC2=C1C=CC=C2)NC(=O)C=2C=CC=C1CCN(CC21)C2=CC=C(C(=N2)C(=O)OC(C)(C)C)CCCOC2=CC=C(C=C2)CC2CCN(CC2)CC(=O)O